FC(C=1C=C(C=CC1)CCCO)(F)F 3-[3-(trifluoromethyl)phenyl]propan-1-ol